FN1CCOCC1 fluoromorpholine